6-(2-Cyclopropyl-7H-pyrrolo[2,3-d]pyrimidin-5-yl)-[1,2,4]triazolo[1,5-a]pyridine C1(CC1)C=1N=CC2=C(N1)NC=C2C=2C=CC=1N(C2)N=CN1